5-((5-(3-(6-(tert-butyl)pyridin-2-yl)cyclopentyl)-1H-pyrazol-3-yl)amino)-4-fluoro-1,3-dihydrobenzo[c]isothiazole 2,2-dioxide C(C)(C)(C)C1=CC=CC(=N1)C1CC(CC1)C1=CC(=NN1)NC1=C(C2=C(NS(C2)(=O)=O)C=C1)F